O[C@H]1CC[C@H](CC1)C=1C=C(C=CC1)NC(CC1=CC(=C(C=C1)O)OC)=O N-{3-[(cis)-4-hydroxycyclohexyl]phenyl}-2-(4-hydroxy-3-methoxyphenyl)acetamide